C1(CC1)C=1C=C2C=CC=NC2=CC1 6-cyclopropylquinoline